(3R,4S)-3-cyclopropyl-1-[3-fluoro-6-[1-(3-methyloxetan-3-yl)pyrazol-4-yl]pyrazolo[1,5-a]pyrazin-4-yl]-4-methyl-2-oxopyrrolidine-3-carbonitrile C1(CC1)[C@]1(C(N(C[C@H]1C)C=1C=2N(C=C(N1)C=1C=NN(C1)C1(COC1)C)N=CC2F)=O)C#N